C1(CCCC1)N1C(NN=C1C)=O 4-cyclopentyl-5-methyl-2,4-dihydro-3H-1,2,4-triazol-3-one